N-amino-5-[(6-methoxy-1-methylindazol-7-yl)({[2-(trimethylsilyl)ethoxy]methyl})sulfamoyl]pyridine-2-carboximidamide NNC(=N)C1=NC=C(C=C1)S(N(COCC[Si](C)(C)C)C=1C(=CC=C2C=NN(C12)C)OC)(=O)=O